7-(4-(4-(benzo[b]thiophen-4-yl)piperazin-1-yl)butoxy)-1-nonanoylquinolin-2(1H)-one S1C2=C(C=C1)C(=CC=C2)N2CCN(CC2)CCCCOC2=CC=C1C=CC(N(C1=C2)C(CCCCCCCC)=O)=O